N(=[N+]=[N-])\C(\C(=O)OC)=C/C1=C(C=C(C=C1)F)OC methyl (Z)-2-azido-3-(4-fluoro-2-methoxy-phenyl)prop-2-enoate